diglycidyl 2,6-naphthalenedicarboxylate C1=C(C=CC2=CC(=CC=C12)C(=O)OCC1CO1)C(=O)OCC1CO1